CS(=O)(=O)OCC(C1=CC(=CC=C1)Cl)N1C=NC2=CC(=CC=C2C1=O)Br 2-(7-bromo-4-oxoquinazolin-3(4H)-yl)-2-(3-chlorophenyl)ethyl methanesulfonate